7-(hydroxymethyl)-3-methyl-2,3-dihydrobenzofuran-6-carboxylic acid OCC1=C(C=CC=2C(COC21)C)C(=O)O